N1CCC(CC1)COC(C1CCN(CC1)C(=O)[O-])([2H])[2H] 4-((Piperidin-4-ylmethoxy)methyl-d2)piperidine-1-carboxylate